6'-fluoro-1'H-[1,2'-bibenzo[d]imidazole]-6-carbonitrile FC=1C=CC2=C(NC(=N2)N2C=NC3=C2C=C(C=C3)C#N)C1